ClC=1C=C(C=CC1OCC1=NC=CC=C1)NC1=NC=NC2=CC(=C(C=C12)[N+](=O)[O-])C#C[C@@]1(N(CCC1)C)C (R)-N-(3-chloro-4-(pyridin-2-ylmethoxy)phenyl)-7-((1,2-dimethylpyrrolidin-2-yl)ethynyl)-6-nitroquinazolin-4-amine